N2-(tert-butoxycarbonyl)-N6-((2-chloroethoxy)carbonyl)-L-lysine tert-butyl ester C(C)(C)(C)OC([C@@H](NC(=O)OC(C)(C)C)CCCCNC(=O)OCCCl)=O